ClC=1C=C(C=C(C1)NS(=O)(=O)C)NC(=O)C1=CN(C(=C1)C1=NC=C(C=C1F)N1CC2(C1)CC(C2)(F)F)C N-(3-chloro-5-(methylsulfonamido)phenyl)-5-(5-(6,6-difluoro-2-azaspiro[3.3]heptan-2-yl)-3-fluoropyridin-2-yl)-1-methyl-1H-pyrrole-3-carboxamide